N-[(1R)-1-[3-(difluoromethyl)-2-fluoro-phenyl]ethyl]-8-methoxy-6-(4-methyl-2,3-dihydrothiopyran-4-yl)pyrido[3,4-d]pyrimidin-4-amine FC(C=1C(=C(C=CC1)[C@@H](C)NC=1C2=C(N=CN1)C(=NC(=C2)C2(CCSC=C2)C)OC)F)F